5-cyclopropyl-1-(toluene-4-sulfonyl)-1H-pyrrole-3-sulfonyl chloride C1(CC1)C1=CC(=CN1S(=O)(=O)C1=CC=C(C)C=C1)S(=O)(=O)Cl